N'-benzyl-N'-(1-naphthylmethyl)oxamide C(C1=CC=CC=C1)N(C(C(N)=O)=O)CC1=CC=CC2=CC=CC=C12